C(C1=CC=CC=C1)N1C(N(C(C=C1Cl)=O)CC)=O benzyl-6-chloro-3-ethylpyrimidine-2,4(1H,3H)-dione